C[N+](CC#CC1=CC2=C(N=C(S2)CNC(=O)C2(CC3=CC=CC=C3C2)CC(=O)[O-])C=C1)(C)C 2-[2-[[6-[3-(trimethylammonio)prop-1-ynyl]-1,3-benzothiazol-2-yl]methylcarbamoyl]indan-2-yl]acetate